Tert-butyl (1-(2-(3-amino-6-(3-fluoropyridin-2-yl)pyrazine-2-carboxamido)pyridin-3-yl)-4-methylpiperidin-4-yl)carbamate NC=1C(=NC(=CN1)C1=NC=CC=C1F)C(=O)NC1=NC=CC=C1N1CCC(CC1)(C)NC(OC(C)(C)C)=O